O[C@@H](CC[C@H](N)C(=O)O)CN (5S)-5-hydroxylysine